C(CC#C)OC(CCN(CCC(=O)OCCC#C)CCCC(NCCCN(CCCNC(CCCN(CCC(=O)OCCC#C)CCC(OCCC#C)=O)=O)C)=O)=O di(but-3-yn-1-yl) 4,22-bis(3-(but-3-yn-1-yloxy)-3-oxopropyl)-13-methyl-8,18-dioxo-4,9,13,17,22-pentaazapentacosanedioate